ClC1=CC=C(C(=N1)C=1C=CC(=C(C=O)C1)O)NC(C)C=1C=C(C=C2C(C(=C(OC12)N1CCCCC1)C)=O)C 5-(6-chloro-3-((1-(3,6-dimethyl-4-oxo-2-(piperidin-1-yl)-4H-chromen-8-yl)ethyl)amino)pyridin-2-yl)-2-hydroxybenzaldehyde